[I-].[I-].C(C)[SiH](CC)[Zr+2](C1(C(=C(C=C1)C)C)C)C1(C(=C(C=C1)C)C)C diethylsilyl-bis(trimethylcyclopentadienyl)zirconium diiodide